tert-butyl (2-hydroxyethyl)(2-methoxyethyl)carbamate OCCN(C(OC(C)(C)C)=O)CCOC